pyrazolo[1,5-a][1,3,5]triazepine-9-carboxamide N=1C=2N(CC=NC1)N=CC2C(=O)N